[NH2+]1C=NCC1.CC(=O)C.CC(=O)C diacetone imidazolinium salt